S1C(=NC2=C1C=CC=C2)SN(C(C)(C)C)SC=2SC1=C(N2)C=CC=C1 N,N-bis(1,3-Benzothiazol-2-ylsulfanyl)-2-methylpropan-2-amine